NC1=NN(C2=CC=CC(=C12)C=1C=C2C=CC=C(C2=CC1)C(=O)NC1=CC(=C(C=C1)C)F)C(CCC1=CC=CC=C1)=O 6-(3-amino-1-(3-phenylpropionyl)-1H-indazol-4-yl)-N-(3-fluoro-4-methylphenyl)-1-naphthamide